3,3-dimethyl-5-[(1R)-2,2,3-trimethyl-3-cyclopenten-1-yl]-4-penten-2-ol CC(C(C)O)(C=C[C@@H]1C(C(=CC1)C)(C)C)C